ClC1=NC=C(C=N1)OCCN1CCN(CC1)C(=O)OC(C)(C)C tert-butyl 4-[2-(2-chloropyrimidin-5-yl)oxyethyl]piperazine-1-carboxylate